(isobutyl)-CoA C(C(C)C)SCCNC(CCNC([C@@H](C(COP(OP(OC[C@@H]1[C@H]([C@H]([C@@H](O1)N1C=NC=2C(N)=NC=NC12)O)OP(=O)(O)O)(=O)O)(=O)O)(C)C)O)=O)=O